2-Methyl-4-(5-nitro-6-thiomorpholino-2H-indazol-2-yl)butane CC(C)CCN1N=C2C=C(C(=CC2=C1)[N+](=O)[O-])N1CCSCC1